(1-(4-(3-(5-ethyl-2,4-dihydroxyphenyl)-5-hydroxy-4H-1,2,4-triazol-4-yl)benzyl)piperidin-4-yl)methanone C(C)C=1C(=CC(=C(C1)C1=NN=C(N1C1=CC=C(CN2CCC(CC2)C=O)C=C1)O)O)O